[4-[(E)-3-[7-[4-[tert-butyl(dimethyl)silyl]oxy-3-[[tert-butyl(dimethyl)silyl]oxymethyl]butoxy]-9,10-dihydrophenanthren-2-yl]prop-2-enoyl]oxyphenyl] 4-triisopropylsilyloxybenzoate C(C)(C)[Si](OC1=CC=C(C(=O)OC2=CC=C(C=C2)OC(\C=C\C2=CC=3CCC4=CC(=CC=C4C3C=C2)OCCC(CO[Si](C)(C)C(C)(C)C)CO[Si](C)(C)C(C)(C)C)=O)C=C1)(C(C)C)C(C)C